(S)-3-methyl-1-(2,3,4,5-tetrafluoro-6-(methylsulfanyl)phenyl)piperazine C[C@H]1CN(CCN1)C1=C(C(=C(C(=C1SC)F)F)F)F